2-(1H-imidazol-1-yl)-5-(6-(methyl-(piperidin-4-yl)amino)-1,2,4-triazin-3-yl)pyridin-4-ol N1(C=NC=C1)C1=NC=C(C(=C1)O)C=1N=NC(=CN1)N(C1CCNCC1)C